Tert-butyl N-[5-(tert-butoxycarbonylamino)-3-pyridyl]carbamate C(C)(C)(C)OC(=O)NC=1C=C(C=NC1)NC(OC(C)(C)C)=O